tert-butyl N-[[4-[2-(2,6-dioxo-3-piperidyl)-1,3-dioxo-isoindolin-4-yl]oxyphenyl]methyl]-N-methyl-carbamate O=C1NC(CCC1N1C(C2=CC=CC(=C2C1=O)OC1=CC=C(C=C1)CN(C(OC(C)(C)C)=O)C)=O)=O